CC1=NC(=NC(=N1)C(Br)(Br)Br)C(Br)(Br)Br 2-methyl-4,6-bis(tribromomethyl)s-triazine